C(C)(C)(C)OC(=O)N(C)CC=1NC2=CC(=C(C=C2C1)C)C(=O)OC Methyl 2-(((tert-butoxycarbonyl)(methyl)amino)methyl)-5-methyl-1H-indole-6-carboxylate